5-(4-((2-(2-fluoroethoxy)ethyl)amino)benzylidene)-3-hexyl-1-methyl-2-selenoxoimidazolidin-4-one FCCOCCNC1=CC=C(C=C2C(N(C(N2C)=[Se])CCCCCC)=O)C=C1